(3S,6S,7R)-12-(benzyloxy)-6-hydroxy-3-methyl-1,11-dioxo-N-(2,4,6-trifluorobenzyl)-1,4,5,6,7,11-hexahydro-3H-2,7-methanopyrido[1,2-a][1,4]diazonine-10-carboxamide C(C1=CC=CC=C1)OC=1C(C(=CN2C1C(N1[C@H](CC[C@@H]([C@H]2C1)O)C)=O)C(=O)NCC1=C(C=C(C=C1F)F)F)=O